FC1=CC2=C(N(C(S2)=O)CC(=O)N)C=C1 2-(6-fluoro-2-oxo-1,3-benzothiazol-3(2H)-yl)acetamide